N=1NN=NC1C1CCN(CC1)CC1=CC=C(C=C1)NC1=NC(=NC=2C=NNC(C21)=O)N2CCC(CC2)C#N 1-(4-((4-((4-(2H-tetrazol-5-yl)piperidin-1-yl)methyl)phenyl)amino)-5-oxo-5,6-dihydropyrimido[4,5-d]pyridazin-2-yl)piperidine-4-carbonitrile